C(C)OC(=O)C1=C(C2=C(N(C(N(C2=O)CC(=O)O)=O)C[C@@H](C2=CC=CC=C2)OC(C)C)S1)C (R)-2-(6-(ethoxycarbonyl)-1-(2-isopropoxy-2-phenylethyl)-5-methyl-2,4-dioxo-1,2-dihydrothieno[2,3-d]pyrimidin-3(4H)-yl)acetic acid